NC(NCCCC(NC(C(NC(CCCCCCC(NCCCCC(NC(NC(CCC(=O)[O-])C(=O)[O-])=O)C(=O)[O-])=O)=O)C(C)C)=O)C(NC1=CC=C(C=C1)CO)=O)=O 1-amino-6-((4-(hydroxymethyl)phenyl)carbamoyl)-9-isopropyl-1,8,11,18,26-pentaoxo-2,7,10,19,25,27-hexaazatriacontane-24,28,30-tricarboxylate